4-nitro-2-(((2S,3R,4S,5S,6S)-3,4,5-triacetoxy-6-(methoxycarbonyl)tetrahydro-2H-pyran-2-yl)oxy)benzoic acid [N+](=O)([O-])C1=CC(=C(C(=O)O)C=C1)O[C@@H]1O[C@@H]([C@H]([C@@H]([C@H]1OC(C)=O)OC(C)=O)OC(C)=O)C(=O)OC